2-[(Sulfanylethyl)sulfanyl]ethane-1-thiol SCCSCCS